4-(4-(difluoromethoxy)phenyl)-5-isobutyl-2-(2-methyl-2H-indazol-5-yl)-2,5-dihydro-3H-pyrrolo[3,2-c]pyridazin-3-one FC(OC1=CC=C(C=C1)C1=C2C(=NN(C1=O)C1=CC3=CN(N=C3C=C1)C)C=CN2CC(C)C)F